CC=1C(C(CCC1)(C)C)C(C)=O 1-(2,6,6-trimethyl-2-cyclohexen-1-yl)-1-ethanone